COC1=C(CNC2=NC=NC(=C2)C)C=CC(=C1)OC N-(2,4-dimethoxybenzyl)-6-methylpyrimidin-4-amine